Methyl-β-naphthylketon CC(=O)C1=CC2=CC=CC=C2C=C1